2,7-dioctyl-1-benzothieno[3,2-B]benzothiophene C(CCCCCCC)C1=CC2=C(C=C1)C=1SC3=C(C1S2)C=CC(=C3)CCCCCCCC